COC1=CC(=NC=C1NCC#C)P(C)(C)=O (4-methoxy-5-(prop-2-yn-1-ylamino)pyridin-2-yl)dimethylphosphine oxide